BrC=1C=C(C=CC1)NC(C1=C(C=C(C(=C1)[N+](=O)[O-])C)NC)=O N-(3-bromophenyl)-4-methyl-2-(methylamino)-5-nitrobenzamide